FC1=CC(=CC2=CN(N=C12)C)C1=CC=2C(=NN(C2)C2CCN(CC2)C(=O)OC(C)(C)C)S1 tert-butyl 4-[5-(7-fluoro-2-methylindazol-5-yl)thieno[2,3-c]pyrazol-2-yl]piperidine-1-carboxylate